C(C)(C)(C)OC(=O)N1COCC1C(N[C@@H](CC1=CC=CC=C1)[C@@H](CN(S(=O)(=O)C1=CC=C(C=C1)OC)CC(C)C)O)=O 4-(((2S,3R)-3-hydroxy-4-(N-isobutyl-4-methoxybenzenesulfonamido)-1-phenylbutan-2-yl)carbamoyl)oxazolidine-3-carboxylic acid tert-butyl ester